Tert-butyl (3S)-3-(2-aminoethyl)pyrrolidine-1-carboxylate NCC[C@@H]1CN(CC1)C(=O)OC(C)(C)C